(R,10Z,13Z)-12-benzyloxy-hexacosanedienoic acid C(C1=CC=CC=C1)O[C@@H](CCCCCCC=CC=CC(=O)O)CCCCCCCCCCCCCC